ethyl 2-benzyloxy-8-[[6-(hydrazinecarbonyl)-5-nitro-3-(trifluoromethyl)-2-pyridyl]amino]-6,6-dimethyl-2-(trifluoromethyl)octanoate C(C1=CC=CC=C1)OC(C(=O)OCC)(CCCC(CCNC1=NC(=C(C=C1C(F)(F)F)[N+](=O)[O-])C(=O)NN)(C)C)C(F)(F)F